C(C)(C)(C)OC(=O)N[C@@H](CCC(=O)OCC1=CC=CC=C1)C(=O)OC(C)C 5-Benzyl 1-isopropyl (tert-butoxycarbonyl)-L-glutamate